C(C)C=1C(NC2=C(C3=C(C=C2N1)OCC[C@@H]1N(C3)CCN(C1)C=1C=CC(=NC1)C(=O)NC)F)=O (S)-5-(10-ethyl-13-fluoro-11-oxo-1,2,4,4a,5,6,11,14-octahydro-3H,12H-pyrazino[1',2':5,6][1,5]oxazocino[2,3-g]quinoxalin-3-yl)-N-methylpicolinamide